N1CCC(CC1)C1=CC2=C(C=C1)C1(CNCCC1)CO2 6-(piperidin-4-yl)-2H-spiro[benzofuran-3,3'-piperidine]